FC(C=1C(=C2N(C(N1)=O)C(CS2)C(=O)O)C2=CC(=CC=C2)C(F)(F)F)(C2=CC=CC1=CC=CC=C21)F 7-(difluoro(naphthalen-1-yl)methyl)-5-oxo-8-(3-(trifluoromethyl)phenyl)-2,3-dihydro-5H-thiazolo[3,2-c]pyrimidine-3-carboxylic acid